2-(3-(methylsulfonyl)-4-((4-(methylsulfonyl)benzyl)oxy)benzyl)isoindoline CS(=O)(=O)C=1C=C(CN2CC3=CC=CC=C3C2)C=CC1OCC1=CC=C(C=C1)S(=O)(=O)C